FC1=C(C=CC(=C1)F)C1=CN=C(N1)[C@H](C)NC([C@H](CC(=O)N1[C@H](CCCC1)C)NS(=O)(=O)CC)=O (2S)-N-[(1S)-1-[5-(2,4-difluorophenyl)-1H-imidazol-2-yl]ethyl]-2-(ethylsulfonylamino)-4-[(2S)-2-methyl-1-piperidyl]-4-oxo-butanamide